FC=1C(=C2C(=NC1C)NN=C2)C=2C(=NN1C2COC(C1)(C(F)(F)F)C)C1=NC=C(C=C1)F 3-(5-fluoro-6-methyl-1H-pyrazolo[3,4-b]pyridin-4-yl)-2-(5-fluoropyridin-2-yl)-6-methyl-6-(trifluoromethyl)-6,7-dihydro-4H-pyrazolo[5,1-c][1,4]oxazine